8-bromoimidazo[1,2-a]pyridine-6-amine BrC=1C=2N(C=C(C1)N)C=CN2